3,5-dimethyl-6-nitroquinazolin-4(3H)-one CN1C=NC2=CC=C(C(=C2C1=O)C)[N+](=O)[O-]